C(N)(=N)C=1C=C(SC1)CNC(=O)[C@H]1N([C@H]2C[C@]2(C1)C)C(CN1C(C2=CC=C(C=C2CC1)OC1=CC=CC=C1)=O)=O (1S,3S,5S)-N-((4-carbamimidoylthiophen-2-yl)methyl)-5-methyl-2-(2-(1-oxo-6-phenoxy-3,4-dihydroisoquinolin-2(1H)-yl)acetyl)-2-azabicyclo[3.1.0]hexane-3-carboxamide